(1R,3S)-3-(1-(tert-butyl)-5-(2-(4-formyl-3-((4-methoxybenzyl) oxy)phenyl)acetamido)-1H-pyrazol-3-yl)cyclopentyl isopropylcarbamate C(C)(C)NC(O[C@H]1C[C@H](CC1)C1=NN(C(=C1)NC(CC1=CC(=C(C=C1)C=O)OCC1=CC=C(C=C1)OC)=O)C(C)(C)C)=O